1-dodecanoyl-2-(9Z-pentadecenoyl)-glycero-3-phosphoserine CCCCCCCCCCCC(=O)OC[C@H](COP(=O)(O)OC[C@@H](C(=O)O)N)OC(=O)CCCCCCC/C=C\CCCCC